N1-phenyl-N3,N3,N5,N5-tetrameta-tolylbenzene-1,3,5-triamine C1(=CC=CC=C1)NC1=CC(=CC(=C1)N(C=1C=C(C=CC1)C)C=1C=C(C=CC1)C)N(C=1C=C(C=CC1)C)C=1C=C(C=CC1)C